bis(3-aminophenyl)3,5-bis(trifluoromethyl)phenylphosphine oxide NC=1C=C(C=CC1)P(C1=CC(=CC(=C1)C(F)(F)F)C(F)(F)F)(C1=CC(=CC=C1)N)=O